(S)-2-((4-(1-(4-chloro-2-fluorobenzyl)-1h-pyrrolo[2,3-b]pyridin-6-yl)piperazin-1-yl)methyl)-1-(oxetan-2-ylmethyl)-1h-benzo[d]imidazole-6-carboxylic acid ClC1=CC(=C(CN2C=CC=3C2=NC(=CC3)N3CCN(CC3)CC3=NC2=C(N3C[C@H]3OCC3)C=C(C=C2)C(=O)O)C=C1)F